BrC1=NN(C(=N1)OC1=CC(=CC=C1)OC(F)(F)F)CC(F)(F)F 3-bromo-1-(2,2,2-trifluoroethyl)-5-(3-(trifluoromethoxy)phenoxy)-1H-1,2,4-triazole